tert-butyl (4-(8-(1-methyl-6-(trifluoromethyl)-1H-benzo[d]imidazol-5-yl)indolizine-3-carbonyl)phenyl)(2,3,5,6-tetrafluoro-4-(S-methylsulfonimidoyl)benzyl)carbamate CN1C=NC2=C1C=C(C(=C2)C2=CC=CN1C(=CC=C21)C(=O)C2=CC=C(C=C2)N(C(OC(C)(C)C)=O)CC2=C(C(=C(C(=C2F)F)S(=O)(=N)C)F)F)C(F)(F)F